C(#N)C[C@H]1N(C[C@H](C1(F)F)N(CC1=CC=C(C=C1)OC)S(=O)(=O)C1CC1)C(=O)OC(C)(C)C tert-Butyl (2R,4R)-2-(cyanomethyl)-4-{(cyclopropanesulfonyl)[(4-methoxyphenyl)methyl]amino}-3,3-difluoropyrrolidine-1-carboxylate